2-Chloro-4-pyrrolidin-1-ylpyrido[3,2-d]pyrimidine ClC=1N=C(C2=C(N1)C=CC=N2)N2CCCC2